FC1=NC(=C2N=CN(C2=N1)C1OCCCCC1)NCCC(=C)C 2-fluoro-6-[(3-methylbut-3-en-1-yl)amino]-9-(oxepan-2-yl)-9H-purine